N-{(1R)-1-[3-(difluoromethyl)-2-fluorophenyl]ethyl}-2-methyl-6-{[(3R)-oxa-cyclopent-3-yl]oxy}pyrido[3,4-d]pyrimidin-4-amine FC(C=1C(=C(C=CC1)[C@@H](C)NC=1C2=C(N=C(N1)C)C=NC(=C2)O[C@H]2COCC2)F)F